C(C)(C)(C)NS(=O)(=O)CCN1C2=NC=NC(=C2N=C1SC1=CC2=C(CCO2)C=C1I)N 2-[6-Amino-8-(5-iodo-2,3-dihydro-benzofuran-6-ylsulfanyl)-purin-9-yl]-ethanesulfonic acid tert-butylamide